O=C1NC(CCC1NC1=CC(=C(C=C1)C1CCN(CC1)CC(=O)O)F)=O 2-(4-(4-((2,6-Dioxopiperidin-3-yl)amino)-2-fluorophenyl)piperidin-1-yl)acetic acid